ClC1=C(C(=CC=C1)F)C=1C=C2C(=NN(C2=CC1)C(C1=CC=CC=C1)(C1=CC=CC=C1)C1=CC=CC=C1)NC(=O)C1CN(CCC1)CCCNC(OC(C)(C)C)=O tert-Butyl [3-(3-{[5-(2-chloro-6-fluorophenyl)-1-trityl-1H-indazol-3-yl]carbamoyl}piperidin-1-yl)propyl]-carbamate